Boc-α-methyl-3-methoxy-DL-phenylalanine C(=O)(OC(C)(C)C)N[C@@](CC1=CC(=CC=C1)OC)(C(=O)O)C |r|